Methyl (S)-2-(2,6-difluoro-4-((R)-3-(trifluoromethyl)morpholino)benzamido)-3-(4-(4,4,5,5-tetramethyl-1,3,2-dioxaborolan-2-yl)naphthalen-1-yl)propanoate FC1=C(C(=O)N[C@H](C(=O)OC)CC2=CC=C(C3=CC=CC=C23)B2OC(C(O2)(C)C)(C)C)C(=CC(=C1)N1[C@H](COCC1)C(F)(F)F)F